ClC1=C(C(=CC=C1)OC(F)F)C1=NOC(=C1C(=O)OC1C[C@H]2CC[C@@H](C1)N2C(=O)OC(C)(C)C)C2CC2 tert-Butyl (1R,3R,5S)-3-([3-[2-chloro-6-(difluoromethoxy)phenyl]-5-cyclopropyl-1,2-oxazol-4-yl]carbonyloxy)-8-azabicyclo[3.2.1]octane-8-carboxylate